2-(pyridin-3-yl)acetamide N1=CC(=CC=C1)CC(=O)N